N[C@H](C=1NC(C2=C(N1)C=C(S2)C2=C(C=NC=C2)F)=O)C2CC2 (S)-2-(amino(cyclopropyl)methyl)-6-(3-fluoropyridin-4-yl)thieno[3,2-d]pyrimidin-4(3H)-one